C1=CC=C2C(=C1)C(=O)C(C2=O)(O)O Ninhydrin hydrate